O(CCN(C)C)CCN(C)C 2,2'-oxybis[N,N-dimethylethylamine]